ClC1=CC=C(C=C1)\C=C\C(=O)C1=C(C(=C(C=C1)OC)CN(CC)CC)O 4-chloro-2'-hydroxy-4'-methoxy-3'-diethylaminomethyl-chalcone